ClC1=C(C=CC(=C1)C1=NNC2=NC=C(C(=C21)F)C2=CC1=C(CCN(CC1)C1CCCC1)C=C2)C(C)(C)O 2-{2-Chloro-4-[5-(3-cyclopentyl-2,3,4,5-tetrahydro-1H-3-benzazepin-7-yl)-4-fluoro-1H-pyrazolo[3,4-b]pyridin-3-yl]phenyl}propan-2-ol